6-[3-(4-prop-2-ynylpiperazin-1-yl)phenyl]-1,2-benzoxazole C(C#C)N1CCN(CC1)C=1C=C(C=CC1)C1=CC2=C(C=NO2)C=C1